C(C)N1N=CC=C1C(=O)N[C@H](C=1N=C2N(N=C(C=C2)CC2C(NC[C@H](C2)C(F)(F)F)=O)C1)C1CCC(CC1)C 1-ethyl-N-((1S)-((1R,4S)-4-methylcyclohexyl)(6-(((5S)-2-oxo-5-(trifluoromethyl)piperidin-3-yl)methyl)imidazo[1,2-b]pyridazin-2-yl)methyl)-1H-pyrazole-5-carboxamide